Aluminum Dipropylphosphinate C(CC)P([O-])(=O)CCC.[Al+3].C(CC)P([O-])(=O)CCC.C(CC)P([O-])(=O)CCC